C(C1=CC=CC=C1)OCCC1\C(\C(\CC1)=N\NC(NCC)=S)=N/NC(NCC)=S (2E,2'E)-2,2'-(3-(2-(benzyloxy)ethyl)cyclopentane-1,2-diylidene)bis(N-ethylhydrazine-1-carbothioamide)